C(CCC\C=C/CC)OC(CCC(=O)OCCCCCCN(CCCCCCCC(=O)OCCCCC(C(F)(F)F)(F)F)CCO)OCCCC\C=C/CC 5,5,6,6,6-pentafluorohexyl 8-((6-((4,4-bis(((Z)-oct-5-en-1-yl)oxy)butanoyl)oxy)hexyl)(2-hydroxyethyl)amino)octanoate